6-(3-Chloro-6-(difluoromethyl)-2-fluorophenyl)-N-(1-((6-(methyl(2-(pyrrolidin-1-yl)ethyl)amino)pyridin-3-yl)methyl)-1H-pyrazol-4-yl)pyrazine-2-carboxamide ClC=1C(=C(C(=CC1)C(F)F)C1=CN=CC(=N1)C(=O)NC=1C=NN(C1)CC=1C=NC(=CC1)N(CCN1CCCC1)C)F